FC1=CC=C(C=C1)CNC(=O)NC1=CC=C(C=C1)CC(=O)N1CC2(COC2)N(CC1)C {[(4-fluorophenyl)methyl]amino}-N-{4-[2-(9-methyl-2-oxa-6,9-diazaspiro[3.5]non-6-yl)-2-oxoethyl]phenyl}carboxamide